C12(CCC(CC1)C(C)(C)O2)C 1,8-epoxy-para-menthane